NC1=NC=CC(=C1Cl)OC1=CC(=C(C(=C1)F)NC(=O)C=1C=NN(C1C(F)(F)F)C1=CC=CC=C1)F N-(4-((2-amino-3-chloropyridin-4-yl)oxy)-2,6-difluorophenyl)-1-phenyl-5-(trifluoromethyl)-1H-pyrazole-4-Carboxamide